ClC1([C@H]([C@@H]1C1=CC(=C(C=C1)Cl)Cl)C(=O)O)Cl Trans-2,2-dichloro-3-(3,4-dichlorophenyl)cyclopropanecarboxylic acid